C(C)OC(=O)C=1C(N(CC(C1O)(C1=CC=C(C=C1)C(F)(F)F)C)C)=O 4-Hydroxy-1,5-dimethyl-2-oxo-5-(4-(trifluoromethyl)phenyl)-1,2,5,6-tetrahydropyridine-3-carboxylic acid ethyl ester